COCCNC(=O)C1=CC=CC=C1N 2-Amino-N-(2-methoxyethyl)benzamide